FC1(CCN(CC1)C=1C=C(C=C2C=CC=NC12)N)F 8-(4,4-difluoropiperidinyl)-6-quinolinylamine